NCCNC(=O)C1=CC=C(CSC(=O)C2=COC(=C2)CN)C=C1 5-(aminomethyl)furan-3-thiocarboxylic acid S-(4-((2-aminoethyl) carbamoyl) benzyl) ester